Cl.N1(CCNCC1)C1=CC=C(C=C1)C1C(NC(CC1)=O)=O 3-(4-piperazin-1-ylphenyl)piperidine-2,6-dione hydrochloride salt